BrC=1SC(=C(N1)Cl)Br 2,5-dibromo-4-chlorothiazole